6-(2-(Ethoxymethoxy)-4-ethynylphenyl)-N,N-dimethyl-3-(methylsulfinyl)-1,2,4-triazin-5-amine C(C)OCOC1=C(C=CC(=C1)C#C)C1=C(N=C(N=N1)S(=O)C)N(C)C